(7-(3-((tert-Butoxycarbonyl)amino)benzyl)-1-(2-((tert-Butoxycarbonyl)oxy)-2-methylpropyl)-2-butyl-1H-imidazo[4,5-c]quinolin-4-yl)carbamic acid tert-butyl ester C(C)(C)(C)OC(NC1=NC=2C=C(C=CC2C2=C1N=C(N2CC(C)(C)OC(=O)OC(C)(C)C)CCCC)CC2=CC(=CC=C2)NC(=O)OC(C)(C)C)=O